BrC=1C=CC2=C3C1C=CC=C3OC=3C=CC=CC23 3-bromobenzo[kl]xanthene